C(C)(C)(C)C1C(CCCC1)OCC(CC)OC=C(C)C1=CC=CC=C1 (1-((1-((2-(tert-butyl)cyclohexyl)oxy)but-2-yl)oxy)prop-1-en-2-yl)benzene